NC=1C=2N(C=C(N1)C)C(=CN2)C=2C=C(C=CC2C)S(=O)(=O)NC2CCC(CC2)(C)O 3-(8-Amino-6-methylimidazo[1,2-a]pyrazin-3-yl)-N-((r,4r)-4-hydroxy-4-methylcyclohexyl)-4-methylbenzenesulfonamide